3-fluoro-3-methyl-N-(2-oxo-3-(pyridine-4-yl)propyl)cyclobutene-1-carboxamide FC1(C=C(C1)C(=O)NCC(CC1=CC=NC=C1)=O)C